C(CCCC)OCOC=CCCCCCCCCCC(OCCCC)OCCCC dibutoxydodecenyl pentoxymethyl ether